2-bromo-2-(3-chlorophenyl)-N-(1H-indazol-5-yl)acetamide BrC(C(=O)NC=1C=C2C=NNC2=CC1)C1=CC(=CC=C1)Cl